FC(C=1C(=[N+](C=CC1)[O-])C=1N(N=C(N1)CC(F)(F)F)C)F 3-(difluoromethyl)-2-[2-methyl-5-(2,2,2-trifluoroethyl)-1,2,4-triazol-3-yl]-1-oxido-pyridin-1-ium